tert-butyl (1R,5S)-3-(3-amino-6-chloro-pyridazin-4-yl)-3,8-diazabicyclo[3.2.1]octane-8-carboxylate NC=1N=NC(=CC1N1C[C@H]2CC[C@@H](C1)N2C(=O)OC(C)(C)C)Cl